FC1(C(C1)C1=CC=C(C=C1)OC)F 1-(2,2-difluorocyclopropyl)-4-methoxybenzene